C(C)(C)NC(C)(O)C=1C=C2C(=NC1)N(N=C2)C2=CC(=CC=C2)C2=NN=CN2 (isopropylamino)-1-[1-[3-(4H-1,2,4-triazol-3-yl)phenyl]pyrazolo[3,4-b]pyridin-5-yl]ethanol